(R)-N-(6-((R)-1-cyanospiro[2.2]pentan-1-yl)isoquinolin-3-yl)-1-(1-methyl-1H-pyrazol-4-yl)pyrrolidine-3-carboxamide C(#N)[C@@]1(CC12CC2)C=2C=C1C=C(N=CC1=CC2)NC(=O)[C@H]2CN(CC2)C=2C=NN(C2)C